BrC=1C(=C(C=CC1)CNC(=O)[C@H]1N(C[C@@H](C1)O)C([C@H](C(C)(C)C)N1N=NC(=C1)C1CC1)=O)OC(F)F (2S,4R)-N-[[3-bromo-2-(difluoromethoxy)phenyl]methyl]-1-[(2S)-2-(4-cyclopropyltriazol-1-yl)-3,3-dimethyl-butanoyl]-4-hydroxy-pyrrolidine-2-carboxamide